(R,S)-3-(2-((2-(4-cyanophenyl)propyl)amino)-2-phenylacetyl)-N-ethylpyrazolo[1,5-a]pyridine-6-carboxamide C(#N)C1=CC=C(C=C1)[C@@H](CN[C@@H](C(=O)C=1C=NN2C1C=CC(=C2)C(=O)NCC)C2=CC=CC=C2)C